The molecule is an N-acylphosphatidylethanolamine(1-) in which the N-acyl group and the phosphatidyl acyl groups are specified as oleoyl (9Z-octadecenoyl); major species at pH 7.3. It is a conjugate base of a N,1,2-trioleoyl-sn-glycero-3-phosphoethanolamine. CCCCCCCC/C=C\\CCCCCCCC(=O)NCCOP(=O)([O-])OC[C@@H](COC(=O)CCCCCCC/C=C\\CCCCCCCC)OC(=O)CCCCCCC/C=C\\CCCCCCCC